FURANO[2,3-C]PYRIDINE O1C=CC=2C1=CN=CC2